2-((7-chloroisoquinolin-1-yl)oxy)-N,N-diethylethane-1-amine ClC1=CC=C2C=CN=C(C2=C1)OCCN(CC)CC